C=C(CO)CO 2-methylidenepropane-1,3-diol